N1=NC(CCCCCC1)C(=O)N diazacyclononene-3-carboxamide